(R)-3-(3-fluoro-4-(6-(2-methyl-2H-tetrazol-5-yl)pyridin-3-yl)phenyl)-5-(1-hydroxy-2-fluoroethyl)oxazolidin-2-one phosphate P(=O)(O)(O)O.FC=1C=C(C=CC1C=1C=NC(=CC1)C=1N=NN(N1)C)N1C(O[C@H](C1)C(CF)O)=O